(6aS,10aR)-3-eicosyl-6,6,9-trimethyl-6a,7,8,10a-tetrahydro-6H-benzo[c]chromen-1-ol C(CCCCCCCCCCCCCCCCCCC)C=1C=C(C=2[C@H]3[C@@H](C(OC2C1)(C)C)CCC(=C3)C)O